3-isopropylsulfonyl-N-[2-oxo-2-[[4-[3-(3-pyridyl)phenyl]thiazol-2-yl]amino]ethyl]benzamide C(C)(C)S(=O)(=O)C=1C=C(C(=O)NCC(NC=2SC=C(N2)C2=CC(=CC=C2)C=2C=NC=CC2)=O)C=CC1